isocyano-[1,1'-biphenyl]-4-carbonitrile [N+](#[C-])C1=C(C=CC(=C1)C#N)C1=CC=CC=C1